FC1=C2C(=CC=NC2=CC=C1)NCCC#CC1=CC=CC(=N1)C=NO 6-(4-((5-Fluoroquinolin-4-yl)amino)but-1-yn-1-yl)pyridinealdoxime